N-(2-Amino-1-(3-chlorophenyl)ethyl)-1-(5-methyl-2-((tetrahydro-2H-pyran-4-yl)amino)pyrimidin-4-yl)-1H-imidazole-4-carboxamide NCC(C1=CC(=CC=C1)Cl)NC(=O)C=1N=CN(C1)C1=NC(=NC=C1C)NC1CCOCC1